4-(N-(8'-(azetidin-1-yl)-4'H-spiro[cyclopropane-1,5'-naphtho[2,1-d]isoxazol]-3'-yl)sulfamoyl)-3,5-dimethoxy-N-methylbenzamide N1(CCC1)C1=CC=C2C3(CC=4C(=NOC4C2=C1)NS(=O)(=O)C1=C(C=C(C(=O)NC)C=C1OC)OC)CC3